O1COC2=C1C=CC(=C2)N(C(C2=C(C=C(C(=C2)C(C)C)OCC2=CC=CC=C2)OCC2=CC=CC=C2)=O)CC2=CC=C(C=C2)C(NOCC2=CC=CC=C2)=O N-(benzo[d][1,3]dioxol-5-yl)-2,4-bis(benzyloxy)-N-(4-((benzyloxy)carbamoyl)benzyl)-5-isopropylbenzamide